5-({bis[2-(tert-butoxy)-2-oxoethyl]carbamoyl}methyl)-[1,2,4]triazolo[1,5-a]pyridin-8-yl 4-{[(1Z)-{[(tert-butoxy)carbonyl]amino}({[(tert-butoxy)carbonyl]imino})methyl]amino}benzoate C(C)(C)(C)OC(=O)N\C(=N/C(=O)OC(C)(C)C)\NC1=CC=C(C(=O)OC=2C=3N(C(=CC2)CC(N(CC(OC(C)(C)C)=O)CC(=O)OC(C)(C)C)=O)N=CN3)C=C1